(E)-4-(dimethylamino)-1-((3R,4R)-3-(4-(pyridin-3-yl)-1H-1,2,3-triazol-1-yl)-4-(4-(trifluoromethyl)benzyloxy)pyrrolidin-1-yl)but-2-en-1-one CN(C/C=C/C(=O)N1C[C@H]([C@@H](C1)OCC1=CC=C(C=C1)C(F)(F)F)N1N=NC(=C1)C=1C=NC=CC1)C